Cl.O=C1NC(CC[C@H]1NC1=CC=C(C=C1)C1CCN(CC1)CC(=O)O)=O |r| (±)-2-(4-(4-((2,6-dioxopiperidin-3-yl)amino)phenyl)piperidin-1-yl)acetic acid hydrochloride